COC=1C(=NC=CC1)[C@@H]1[C@H](O[C@@]([C@H]1C)(C(F)(F)F)C)C(=O)NC1=CC(=NC=C1)C(=O)N (2S,3R,4S,5S)-4-[[3-(3-Methoxy-2-pyridyl)-4,5-dimethyl-5-(trifluoromethyl)tetrahydrofuran-2-carbonyl]amino]pyridin-2-carboxamid